FCCN(C1=CC=C(N=N1)C=1C(=CC2=CC(=CC=C2C1)OC)O)C1CC(NC(C1)(C)C)(C)C 3-(6-((2-fluoroethyl)-(2,2,6,6-tetramethyl-piperidin-4-yl)amino)-pyridazin-3-yl)-7-meth-oxynaphthalen-2-ol